octyl-hydroxyethyl-dimethyl-ammonium chloride [Cl-].C(CCCCCCC)[N+](C)(C)CCO